5,6-dihydro-4H,8H-pyrazolo[1,5-c][1,3]thiazepine N1=CC=C2N1CSCCC2